tert-Butyl-4-(7-bromo-6-chloroquinazolin-4-yl)piperazine C(C)(C)(C)N1CCN(CC1)C1=NC=NC2=CC(=C(C=C12)Cl)Br